FC(C1=NN=C(O1)C1=CC=C(CN(S(=O)(=O)CCN(C)C)C2=CC=CC=C2)C=C1)F N-(4-(5-(difluoromethyl)-1,3,4-oxadiazol-2-yl)benzyl)-2-(dimethylamino)-N-phenylethane-1-sulfonamide